methyl 2-bromo-4-((tert-butyldiphenylsilyl)oxy)butanoate BrC(C(=O)OC)CCO[Si](C1=CC=CC=C1)(C1=CC=CC=C1)C(C)(C)C